COC=1C=CC=2N(C3=CC=C(C=C3C2C1)OC)CC1=CC=C(C=C1)/C=C/P(OCC)(OCC)=O diethyl (E)-(4-((3,6-dimethoxy-9H-carbazole-9-yl)methyl)phenylvinyl)phosphonate